C(C1=CC=CC=C1)N1C\C(\CC1)=N\C(C)(C)C (E)-1-benzyl-N-(tert-butyl)pyrrolidine-3-imine